C1=CC=C(C=2OC3=C(C21)C=CC=C3)B(O)O dibenzo[b,d]-furan-4-yl-boronic acid